O1CCOC12CCC(CC2)N2N=CC(=C2)C=2N=C(C=1N(C2)N=CC1C#N)C=1C=NC(=CC1)N1CCC(CC1)(C1=NC=CC=N1)CC 6-(1-(1,4-dioxaspiro[4.5]decan-8-yl)-1H-pyrazol-4-yl)-4-(6-(4-ethyl-4-(pyrimidin-2-yl)piperidin-1-yl)pyridin-3-yl)pyrazolo[1,5-a]pyrazine-3-carbonitrile